R-3-hydroxyoctanoat O[C@@H](CC(=O)[O-])CCCCC